COC1=CC=C(C=C1)C=1C=C2C(=NC1)NC(N2CC(N2CCCC2)=O)=O 6-(4-methoxyphenyl)-1-(2-oxo-2-pyrrolidin-1-yl-ethyl)-3H-imidazo[4,5-b]pyridin-2-one